1-(4-(chloromethyl)benzyl)-4-(4-nitrophenyl)piperazine ClCC1=CC=C(CN2CCN(CC2)C2=CC=C(C=C2)[N+](=O)[O-])C=C1